dichloromethyl-diethylamine HCl Cl.ClC(Cl)N(CC)CC